C(C)(C)(C)OC(=O)C1=NC(=CC=C1C=1C=NN(C1)CC1=C(C=CC(=C1)F)F)N1CC2=C(C=CC=C2CC1)C(NC=1SC2=C(N1)C=CC=C2)=O 6-[8-(1,3-benzothiazol-2-ylcarbamoyl)-3,4-dihydroisoquinolin-2(1H)-yl]-3-[1-(2,5-difluorobenzyl)-1H-pyrazol-4-yl]pyridine-2-carboxylic acid tert-butyl ester